7-chloro-3-(3,4-dimethoxybenzyl)-1-(4-(methoxy-d3)phenyl)-3,4-dihydropyrido[2,3-d]pyrimidin-2(1H)-one ClC=1C=CC2=C(N(C(N(C2)CC2=CC(=C(C=C2)OC)OC)=O)C2=CC=C(C=C2)OC([2H])([2H])[2H])N1